[N+](=O)([O-])C1=CC2=C(N=C(S2)NC=2C=C(C(=O)NC3CNCC3)C=CC2)C=C1 3-((6-nitrobenzo[d]thiazol-2-yl)amino)-N-(pyrrolidin-3-yl)benzamide